NCC=1C=NC(=NC1)C1=C(C=C(C#N)C=C1)C(=O)C=1C=NN(C1)C1CCC1 4-[5-(aminomethyl)pyrimidin-2-yl]-3-(1-cyclobutylpyrazole-4-carbonyl)benzonitrile